(2-(dimethylamino)ethyl)-2-(4-(dimethylamino)phenyl)-5-phenylAzole-4-carboxamide CN(CCC1=C(NC(=C1C(=O)N)C1=CC=CC=C1)C1=CC=C(C=C1)N(C)C)C